CN(C(=O)N1N=C2C(CNCCC2)=C1)C N,N-dimethyl-5,6,7,8-tetrahydropyrazolo[4,3-c]azepin-2(4H)-carboxamide